(R)-(2-(cyclopropanesulfonylamino)-2-(4-methyl-1-oxo-1,3-dihydroisobenzofuran-5-yl)ethyl)carbamic acid tert-butyl ester C(C)(C)(C)OC(NC[C@@H](C=1C(=C2COC(C2=CC1)=O)C)NS(=O)(=O)C1CC1)=O